N-cyclopropyl-2-fluoro-5-(6-((2-hydroxyethyl)amino)-5-(1-methyl-1H-pyrazol-3-yl)pyridin-3-yl)-4-methylbenzamide C1(CC1)NC(C1=C(C=C(C(=C1)C=1C=NC(=C(C1)C1=NN(C=C1)C)NCCO)C)F)=O